(2R)-1-hydroxypropan-2-yl (3R,4S)-3-{5-[4-amino-5-(trifluoromethyl)pyrrolo[2,1-f][1,2,4]triazin-7-yl]-2-methoxypyridine-3-amido}-4-fluoropyrrolidine-1-carboxylate NC1=NC=NN2C1=C(C=C2C=2C=C(C(=NC2)OC)C(=O)N[C@@H]2CN(C[C@@H]2F)C(=O)O[C@@H](CO)C)C(F)(F)F